5-(4-chlorobenzyl)-8-isopropyl-2-(6-(trifluoromethyl)pyridazin-3-yl)-2,5,8-triazaspiro-[3.5]nonane-6,9-dione ClC1=CC=C(CN2C3(CN(C3)C=3N=NC(=CC3)C(F)(F)F)C(N(CC2=O)C(C)C)=O)C=C1